(5R)-N-[(3S)-9-fluoro-2-oxo-5-phenyl-1,3-dihydro-1,4-benzodiazepine-3-yl]-2-(2-fluorophenyl)-5-methyl-6,7-dihydro-5H-pyrazolo[5,1-b][1,3]Oxazine-3-carboxamide FC1=CC=CC=2C(=N[C@@H](C(NC21)=O)NC(=O)C=2C(=NN1C2O[C@@H](CC1)C)C1=C(C=CC=C1)F)C1=CC=CC=C1